CC=1C=C(C=C(C1OCCCN1CCN(CC1)C)C)NC=1N=C(C2=C(N1)NC=C2)N2OCC[C@H]2C2=CC=CC=C2 (S)-N-(3,5-dimethyl-4-(3-(4-methylpiperazin-1-yl)propoxy)phenyl)-4-(3-phenylisoxazolidin-2-yl)-7H-pyrrolo[2,3-d]pyrimidin-2-amine